BrC=1C=C(C=C2C(=CC=NC12)N[C@@H](C)C=1N(N=CN1)C1=NC=CC=N1)C(F)(F)F 8-bromo-N-[(1S)-1-(2-pyrimidin-2-yl-1,2,4-triazol-3-yl)ethyl]-6-(trifluoromethyl)quinolin-4-amine